ethyl (2R,3S)-3-hydroxy-2-(((4-nitrophenyl)sulfonyl)oxy)-3-phenylpropanoate O[C@H]([C@H](C(=O)OCC)OS(=O)(=O)C1=CC=C(C=C1)[N+](=O)[O-])C1=CC=CC=C1